C(C)(C)(C)OC(CN(CC=1C(=NC=CC1)NC)C(=O)OCOP(=O)(OC(C)(C)C)OC(C)(C)C)=O.CC(C=O)CCCCCC methyl-octanal tert-butyl-N-((((di-tert-butoxyphosphoryl)oxy)methoxy)carbonyl)-N-((2-(methylamino)pyridin-3-yl)methyl)glycinate